C12(C=CC(CC1)C2)N[C@@H](CCCCN)C(=O)O norbornenyl-lysine